N-(cyanomethyl)-4-(2-(3,4,5-trimethoxyphenyl-amino)pyrimidin-4-yl)benzamide C(#N)CNC(C1=CC=C(C=C1)C1=NC(=NC=C1)NC1=CC(=C(C(=C1)OC)OC)OC)=O